C(#N)C=1C=C(C=CC1)[C@@H]1N(OCC1)C1=CC(=NC=N1)NC=1C(=CC(=C(C1)NC(C=C)=O)N(C)CCN(C)C)OC N-(5-((6-((R)-3-(3-cyanophenyl)isoxazolidine-2-yl)pyrimidine-4-yl)amino)-2-((2-(dimethylamino)ethyl)-(methyl)amino)-4-methoxyphenyl)acrylamide